[Si](C)(C)(C(C)(C)C)OCCCCC=1C(=C(C(=NC1)C(C)C)NC(=O)NC(C1=C(N=C(C(=C1)F)Cl)Cl)=O)C N-((5-(4-((tert-butyldimethylsilyl)oxy)butyl)-2-isopropyl-4-methylpyridin-3-yl)carbamoyl)-2,6-dichloro-5-fluoronicotinamide